BrC1=CSC2=C1C(=NC=C2)O[C@@H]2CN(CC2)CC(=O)N2[C@@H](CCC2)C#N (S)-1-(2-((S)-3-((3-Bromothieno[3,2-c]pyridin-4-yl)oxy)pyrrolidin-1-yl)acetyl)pyrrolidin-2-carbonitril